ClC=1N=C(C2=C(N1)C(=NC(=N2)Cl)NCC)NCC 2,6-dichloro-N4,N8-diethyl-pyrimido[5,4-d]pyrimidine-4,8-diamine